ClC=1N=C(C=2N=C(N(C(C2N1)=O)C)C)C1CCCCC1 6-chloro-8-cyclohexyl-2,3-dimethyl-pyrimido[5,4-d]pyrimidin-4-one